C(C)C(CN(C(=O)C1C(CCC1)=O)CC(CCCC)CC)CCCC N,N-bis(2-ethylhexyl)-2-oxocyclopentanecarboxamide